1-{[4-bromo-3-(trifluoromethyl)phenyl]amino}-3,4-dimethylazoline-2,5-dione BrC1=C(C=C(C=C1)NN1C(C(=C(C1=O)C)C)=O)C(F)(F)F